methyl-chloromethyl-oxirane CC1(OC1)CCl